trimethylcyclohexane CC1CCCCC1(C)C